FC=1C=C(C=CC1F)N1CC(C2=NC(=CC=C21)C#N)(C)C 1-(3,4-difluorophenyl)-3,3-dimethyl-2,3-dihydro-1H-pyrrolo[3,2-b]pyridine-5-carbonitrile